C1(=CC=CC=C1)C(C1=CC=CC=C1)N=C=NC(C1=CC=CC=C1)C1=CC=CC=C1 bis-(diphenylmethyl)-carbodiimide